COC=1C=C2C(=CC=NC2=CC1OC)OC1=C(C=C(C=C1)C=1C(=C(N(C(C1C(=O)O)=O)C1=CC=C(C=C1)F)C(=O)N)C(C)C)F (4-((6,7-dimethoxyquinolin-4-yl)oxy)-3-fluorophenyl)-1-(4-fluorophenyl)-3-isopropyl-6-oxo-1,6-dihydropyridine-2,5-dicarboxylic acid amide